3-(3-phenylpropyl)furan C1(=CC=CC=C1)CCCC1=COC=C1